N-(1-(4-((1R,5S)-3,8-diazabicyclo[3.2.1]octan-3-yl)-8-fluoro-7-(3-hydroxynaphthalen-1-yl)quinazolin-2-yl)azetidin-3-yl)methanesulfonamide [C@H]12CN(C[C@H](CC1)N2)C2=NC(=NC1=C(C(=CC=C21)C2=CC(=CC1=CC=CC=C21)O)F)N2CC(C2)NS(=O)(=O)C